2,6-bis[5-(2-butyloctyl)thiophen-2-yl]-4,8-bis(5-trimethylstannylthiophen-2-yl)-benzo[1,2-d:4,5-d']bisthiazole C(CCC)C(CC1=CC=C(S1)C=1SC2=C(N1)C(=C1C(N=C(S1)C=1SC(=CC1)CC(CCCCCC)CCCC)=C2C=2SC(=CC2)[Sn](C)(C)C)C=2SC(=CC2)[Sn](C)(C)C)CCCCCC